6-Chloro-8-[4-(2-imidazol-1-yl-ethoxy)-phenyl]-1-methyl-9H-pyrido[3,4-b]indole ClC=1C=C2C3=C(NC2=C(C1)C1=CC=C(C=C1)OCCN1C=NC=C1)C(=NC=C3)C